8-methyl-7-oxo-2-[[6-(2-piperazin-1-ylethoxy)-3-pyridyl]amino]-N-(4-pyridylmethyl)pyrido[2,3-d]pyrimidine-6-carboxamide CN1C(C(=CC2=C1N=C(N=C2)NC=2C=NC(=CC2)OCCN2CCNCC2)C(=O)NCC2=CC=NC=C2)=O